COC(=O)C1C(C1)C(C)CCC=C(C)C 2-(6-Methylhept-5-en-2-yl)cyclopropane-1-carboxylic acid methyl ester